C(C)(C)OC=1C(=CC(=C(C1)C=1CC(N(C(C1)C)C)C)C)[N+](=O)[O-] 4-(5-isopropoxy-2-methyl-4-nitrophenyl)-1,2,6-trimethyl-1,2,3,6-tetrahydropyridine